4-bromo-1-(3-chloro-4-nitrophenyl)-1H-imidazole BrC=1N=CN(C1)C1=CC(=C(C=C1)[N+](=O)[O-])Cl